7-(tert-butyl) 1-methyl 3-bromo-5,6-dihydroimidazo[1,5-a]Pyrazine-1,7(8H)-dicarboxylate BrC1=NC(=C2N1CCN(C2)C(=O)OC(C)(C)C)C(=O)OC